N[C@@H](C)C(=O)N1[C@@H]2[C@](CC1)([C@H](NC2)C(=O)O)CCCB(O)O (3aR,4S,6aR)-1-(L-alanyl)-3a-(3-boronopropyl)octahydropyrrolo[3,4-b]pyrrole-4-carboxylic acid